(±)-4-[3-(4-chloro-5-methoxy-1-methyl-1H-indole-2-amido)oxolan-3-yl]benzoic acid ClC1=C2C=C(N(C2=CC=C1OC)C)C(=O)N[C@@]1(COCC1)C1=CC=C(C(=O)O)C=C1 |r|